FC=1C(=CC(=C(C(=O)NC2=CC3=C(N=C(S3)C)C=C2)C1)O[C@H](C(F)(F)F)C)N1N=C2N(CCCC2)C1=O 5-fluoro-N-(2-methyl-1,3-benzothiazol-6-yl)-4-(3-oxo-5,6,7,8-tetrahydro[1,2,4]triazolo[4,3-a]pyridin-2(3H)-yl)-2-{[(2S)-1,1,1-trifluoropropan-2-yl]oxy}benzamide